[2-(Dimethylamino)-2-oxo-ethyl] (3R,4R)-4-[4-chloro-2-(5-fluoro-2-pyridyl)-1H-imidazol-5-yl]-3-methyl-piperidine-1-carboxylate ClC=1N=C(NC1[C@H]1[C@H](CN(CC1)C(=O)OCC(=O)N(C)C)C)C1=NC=C(C=C1)F